C(C)OC(=O)C=1C(=NC(=CC1Cl)C)C#N 4-Chloro-2-cyano-6-methylpyridine-3-carboxylic acid ethyl ester